(S)-2-((tert-butyloxycarbonyl)amino)-2-(1-methylcyclopentyl)acetic acid C(C)(C)(C)OC(=O)N[C@H](C(=O)O)C1(CCCC1)C